tetraazaporphyrin C1=CC2=NC1=CC3=NC(=CC4=NC(=NC5=NC(=C2)C=N5)NN4)C=C3